N-((3R)-3-hydroxybutyl)-N-methyl-3-(2-methyl-1-oxo-1,2-dihydro-6-isoquinolinyl)-6-quinoxalinecarboxamide O[C@@H](CCN(C(=O)C=1C=C2N=C(C=NC2=CC1)C=1C=C2C=CN(C(C2=CC1)=O)C)C)C